CCCCCCCC=CCCCCCC pentadec-8-en